OC1=C(C=C(C=C1)OC)C(=O)C1=C(C=CC=C1CCCCCCCCCCCCCCC)O (2-Hydroxy-5-methoxyphenyl)(2-hydroxy-6-pentadecylphenyl)methanone